2-fluoro-6-(5-(4-methoxyphenyl)-1-((2-(trimethylsilyl)ethoxy)methyl)-1H-pyrazol-4-yl)pyridin-3-ol FC1=NC(=CC=C1O)C=1C=NN(C1C1=CC=C(C=C1)OC)COCC[Si](C)(C)C